CC=1C(N=C(N([C@H]2C[C@H](O)[C@@H](CO)O2)C1)N)=O 5-methyl-2'-deoxyisocytidine